FC=1C(=C(C=CC1)C1=C(C=C(C=C1C)C)C)[N+](=O)[O-] 3-fluoro-2',4',6'-trimethyl-2-nitro-1,1'-biphenyl